1-(2,4-difluorophenyl)-6-(oxetan-3-yl)pyrazolo[3,4-d]pyrimidin-4-ol FC1=C(C=CC(=C1)F)N1N=CC=2C1=NC(=NC2O)C2COC2